lithium tris(trifluoromethylsulfonyl)methyllithium FC(S(=O)(=O)C(S(=O)(=O)C(F)(F)F)(S(=O)(=O)C(F)(F)F)[Li])(F)F.[Li]